NC1=C(C(=NC=2N1N=C(C2C)CC)S(=O)(=O)C)C#N 7-amino-2-ethyl-3-methyl-5-(methylsulfonyl)pyrazolo[1,5-a]pyrimidine-6-carbonitrile